3-(2-bromo-3,4-dihydroxy-phenyl)-N-(3,4,5-trihydroxy-benzyl)-thioacrylamide BrC1=C(C=CC(=C1O)O)C=CC(=S)NCC1=CC(=C(C(=C1)O)O)O